C1=NC2=C(N1[C@H]3[C@@H]([C@@H]([C@H](O3)COP(=O)([O-])OP(=O)(NP(=O)([O-])[O-])[O-])O)O)N=C(NC2=O)N The molecule is an organophosphate oxoanion obtained by deprotonation of the phosphate and phosphonate OH groups of guanosine 5'-[beta,gamma-imido]triphosphate. It is an organophosphate oxoanion and an organophosphonate oxoanion. It is a conjugate base of a guanosine 5'-[beta,gamma-imido]triphosphate.